CCCCCCCCCCCCCC(=O)OC[C@@]1([C@H]([C@@H]([C@H](O1)CO)OC(=O)CCCCCCCCCCCCC)OC(=O)CCCCCCCCCCCCC)O[C@@H]2[C@@H]([C@H]([C@@H]([C@H](O2)CO)O)O)O sucrose trimyristate